CN(CC=CC(=O)N1CCC2=CC=C(C=C12)C(=O)N)C 1-(4-(dimethylamino)-2-butenoyl)indoline-6-carboxamide